ClC1=CC=C(C=C1)C1=CN=C(N1)C1N(CCCC1)C(C(CC)C)=O 1-(2-(5-(4-chlorophenyl)-1H-imidazol-2-yl)piperidin-1-yl)-2-methylbutan-1-one